4,6-dibromo-2-(4-pyridyl)-5-trifluoromethylpyrimidine BrC1=NC(=NC(=C1C(F)(F)F)Br)C1=CC=NC=C1